OCCOC1=CC(=CC(=N1)N1C(C2=CC=CC(=C2C1)C(F)(F)F)=O)[C@@H](CC1=NN=CN1C)C (R)-2-(6-(2-hydroxyethoxy)-4-(1-(4-methyl-4H-1,2,4-triazol-3-yl)propan-2-yl)pyridin-2-yl)-4-(trifluoromethyl)isoindolin-1-one